FC=1C=C(C=CC1)[C@H]1NCCCC1 (2S,4R)-2-(3-fluorophenyl)piperidin